N[C@H]1[C@H](N(CC1)C(=O)C1=C(C(=C(C(=C1[2H])[2H])[2H])[2H])[2H])C ((2R,3R)-3-amino-2-methylpyrrolidin-1-yl)(phenyl-d5)methanone